(E)-N-(5-fluoro-2-methoxybenzyl)-3-(2-(pyridin-2-yl)vinyl)-1H-indazol-5-amine FC=1C=CC(=C(CNC=2C=C3C(=NNC3=CC2)\C=C\C2=NC=CC=C2)C1)OC